BrCC1=C(C(=NN1C)OCC#N)I 2-((5-(bromomethyl)-4-iodo-1-methyl-1H-pyrazol-3-yl)oxy)acetonitrile